(2S,3S,4R,5R)-5-(6-((((1H-pyrazol-4-yl)methyl)amino)amino)-2-(5-chloropyridin-3-yl)-9H-purin-9-yl)-3,4-dihydroxy-N-(methyl-d3)-tetrahydrofuran-2-carboxamide N1N=CC(=C1)CNNC1=C2N=CN(C2=NC(=N1)C=1C=NC=C(C1)Cl)[C@H]1[C@@H]([C@@H]([C@H](O1)C(=O)NC([2H])([2H])[2H])O)O